(E)-3-(4-((2-((tert-butyldimethylsilyl)oxy)ethyl)(methyl)amino)-styryl)-2-((2-hydroxyethyl)thio)-5,5-dimethylcyclohex-2-en-1-one [Si](C)(C)(C(C)(C)C)OCCN(C1=CC=C(/C=C/C2=C(C(CC(C2)(C)C)=O)SCCO)C=C1)C